chloro-N-(3-((3,3-difluorocyclobutyl)ethynyl)phenyl)-7-fluoro-N-methyl-[1,2,4]triazolo[4,3-a]quinazolin-5-amine ClC1=NN=C2N1C1=CC=C(C=C1C(=N2)N(C)C2=CC(=CC=C2)C#CC2CC(C2)(F)F)F